FC(COC=1C=C2CCN3C(C2=CC1OC)=C(C(=CC3=O)NCC3OCCC3)C)F 9-(2,2-difluoro-ethoxy)-10-methoxy-1-methyl-2-[(tetrahydro-furan-2-ylmethyl)-amino]-6,7-dihydro-pyrido[2,1-a]isoquinolin-4-one